FC1=CC=C(C=C1)[N].[N] nitrogen (4-fluorophenyl)-nitrogen